COC(C1=C(C=CC(=C1)[N+](=O)[O-])CBr)=O 2-(bromomethyl)-5-nitrobenzoic acid methyl ester